The molecule is a chromanone isolated from the marine derived fungus Monodictys putredinis and exhibits inhibitory activity against P450. It has a role as a metabolite, a P450 inhibitor and an antineoplastic agent. It is a gamma-lactone, a secondary alcohol and a chromanone. C[C@H]1CC(=O)O[C@H]1[C@]2(CC(=O)C3=C(O2)C=CC(=C3O)C4=C5C(=C(C=C4C)O)C(=O)C[C@@](O5)(C)[C@H]6[C@@H](CC(=O)O6)O)C